2-[(4-benzyloxyphenyl)methyl-amino]-5-propyl-4H-[1,2,4]-triazolo[1,5-a]pyrimidin-7-one C(C1=CC=CC=C1)OC1=CC=C(C=C1)CNC1=NN2C(NC(=CC2=O)CCC)=N1